(S)-tert-butyl 2-methoxy-4-(4,4,5,5-tetramethyl-1,3,2-dioxaborolan-2-yl)benzyl((5-oxopyrrolidin-2-yl)methyl)carbamate COC1=C(CN(C(OC(C)(C)C)=O)C[C@H]2NC(CC2)=O)C=CC(=C1)B1OC(C(O1)(C)C)(C)C